(2E)-4-(ethylamino)-1-[2-(4-fluorophenyl)-3-(pyridin-4-yl)-6,7-dihydropyrazolo[1,5-a]pyrazin-5(4H)-yl]but-2-en-1-one C(C)NC/C=C/C(=O)N1CC=2N(CC1)N=C(C2C2=CC=NC=C2)C2=CC=C(C=C2)F